2-(4-((4-((1-cyclopropyl-3-(3-methoxyphenyl)-1H-pyrazol-4-yl)oxy)pyridin-2-yl)amino)pyridin-2-yl)propan-2-ol C1(CC1)N1N=C(C(=C1)OC1=CC(=NC=C1)NC1=CC(=NC=C1)C(C)(C)O)C1=CC(=CC=C1)OC